BrC=1C=C(C=C(C1)Br)N(C(=O)N([C@@H]1CN(C[C@H]1C1=CC=C(C=C1)F)C(=O)OC(C)(C)C)C)C tert-butyl (3S,4R)-3-{[(3,5-dibromophenyl)(methyl)carbamoyl](methyl)amino}-4-(4-fluorophenyl)pyrrolidine-1-carboxylate